OC(C1=CC=CC=C1)=C1C(C=CC=C1)=C(C1=CC=CC=C1)O.[Pt+2] platinum (II) {bis[(hydroxybenzylidene)]benzene}